N-[4-(4-chlorophenoxy)-6-(2-isopentylphenyl)-5-(trifluoromethyl)pyrimidin-2-yl]-1-methyl-pyrazole-4-sulfonamide ClC1=CC=C(OC2=NC(=NC(=C2C(F)(F)F)C2=C(C=CC=C2)CCC(C)C)NS(=O)(=O)C=2C=NN(C2)C)C=C1